ClC[C@]1([C@H](C[C@@H](O1)N1C(NC(C(=C1)C(F)(F)F)=O)=O)OC(C1=CC=CC=C1)(C1=CC=CC=C1)C1=CC=CC=C1)CO 1-((2R,4S,5R)-5-(chloromethyl)-5-(hydroxymethyl)-4-(trityloxy)tetrahydrofuran-2-yl)-5-(trifluoromethyl)pyrimidine-2,4(1H,3H)-dione